6-[[(1S,5R)-8-azabicyclo[3.2.1]octan-3-yl]amino]-1-(hydroxymethyl)pyrrolo[3,2-c]pyridine-2-carbonitrile [C@@H]12CC(C[C@@H](CC1)N2)NC2=CC1=C(C=N2)C=C(N1CO)C#N